methyl 2-(3-chlorobenzylideneamino)-3-(4-hydroxyphenyl)propanoate ClC=1C=C(C=NC(C(=O)OC)CC2=CC=C(C=C2)O)C=CC1